CN1C(=CC2=C1N=CN=C2C#CC=2N=C(SC2)C)C(=O)O 7-methyl-4-((2-methylthiazol-4-yl)ethynyl)-7H-pyrrolo[2,3-d]Pyrimidine-6-carboxylic acid